4-(4,6-dimethoxytriazin-2-yl)-4-methylmorpholinium hexafluorophosphate F[P-](F)(F)(F)(F)F.COC1=NN(NC(=C1)OC)[N+]1(CCOCC1)C